C(N)(=O)C1=CC=C(C=C1)OB(O)O 4-carbamyl-phenyl-boric acid